2-(2-{5-[(3R,5R)-3-amino-5-fluoropiperidine-1-carbonyl]-7-methoxy-1-methyl-1H-1,3-benzodiazol-2-yl}-1-(cyclopropylmethyl)-1H-pyrrolo[2,3-b]pyridin-6-yl)-1-methoxypropan-2-ol N[C@H]1CN(C[C@@H](C1)F)C(=O)C1=CC2=C(N(C(=N2)C2=CC=3C(=NC(=CC3)C(COC)(C)O)N2CC2CC2)C)C(=C1)OC